1-(4-{5-[(R)-(1,3-Dimethyl-azetidin-3-yl)-hydroxy-(4-isopropyl-phenyl)-methyl]-pyridin-3-ylmethoxy}-piperidin-1-yl)-ethanone CN1CC(C1)(C)[C@@](C=1C=C(C=NC1)COC1CCN(CC1)C(C)=O)(C1=CC=C(C=C1)C(C)C)O